1-(2-isopropoxy-6-methylphenyl)ethan-1-one C(C)(C)OC1=C(C(=CC=C1)C)C(C)=O